C1(CC1)C=1C=C2C(=C(C(N(C2=CC1)C)=O)C#N)N1CCC(CC1)C1=CC=C(C=C1)OC 6-cyclopropyl-4-[4-(4-methoxyphenyl)piperidin-1-yl]-1-methyl-2-oxo-1,2-dihydroquinoline-3-carbonitrile